OC1=C(C=CC=C1)C(C(C)=O)O 1-(2-hydroxyphenyl)-1-hydroxy-propan-2-one